N-(4-(4-amino-5-(3-methoxy-4-(methyl(pyrimidin-2-yl)amino)phenyl)-7-methyl-7H-pyrrolo[2,3-d]pyrimidin-6-yl)phenyl)acrylamide NC=1C2=C(N=CN1)N(C(=C2C2=CC(=C(C=C2)N(C2=NC=CC=N2)C)OC)C2=CC=C(C=C2)NC(C=C)=O)C